C(C)(=O)[O-].C(CCCCCCCCCC)[NH+]1C=C(C=C1)CC 1-undecyl-3-ethylpyrrolium acetate